ClC=1C=C2C(=CC1)NC(C21CCN(CC1)CCOC=1C=C2C(=NN(C2=C(C1)C(F)(F)F)C1CC(C1)(C)O)F)=O 5-chloro-1'-(2-{3-fluoro-1-[(cis)-3-hydroxy-3-methylcyclobutyl]-7-(trifluoromethyl)-1H-indazol-5-yloxy}ethyl)spiro[indoline-3,4'-piperidin]-2-one